N-(3-bromo-5-fluorophenyl)-2,7-dichloro-N-methyl-quinazolin-4-amine BrC=1C=C(C=C(C1)F)N(C1=NC(=NC2=CC(=CC=C12)Cl)Cl)C